Di(aminomethyl)tricyclo[5.2.1.0(2,6)]decan NCC12C3(CCC(C2CCC1)C3)CN